O[C@@H](CO)C1=C2N=CC=NC2=C(C=C1C1CN(C1)C(=O)OC(C)(C)C)C1=CC=C(C=C1)OC(F)(F)F tert-butyl (R)-3-(5-(1,2-dihydroxyethyl)-8-(4-(trifluoromethoxy)phenyl)quinoxalin-6-yl)azetidine-1-carboxylate